ClC1=NC=C(C(=C1)N[C@H](CCO)C)C1=NC=C(N=C1)CN1CCOCC1 (S)-3-((2-chloro-5-(5-(morpholinomethyl)pyrazin-2-yl)pyridin-4-yl)amino)butan-1-ol